C(#N)C=1C=C(C=CC1)C=1C=C(OC1C)C(=O)NC1=NC(=NS1)CC(C)=O 4-(3-Cyanophenyl)-5-methyl-N-(3-(2-oxopropyl)-1,2,4-thiadiazol-5-yl)furan-2-carboxamide